1-bicyclo[2.2.1]hept-5-en-2-ylmethanamine C12C(CC(C=C1)C2)CN